FC1=CC=C(C=C1)N(C=1C(NC(C1C1=CC=CC=C1)=O)=O)C 3-((4-fluorophenyl)(methyl)amino)-4-phenyl-1H-pyrrole-2,5-dione